tert-butyl N-[4-(bromomethyl)-1,3-thiazol-2-yl]carbamate BrCC=1N=C(SC1)NC(OC(C)(C)C)=O